C(C)(C)(C)C(C(=O)OC1C(N(C(CC1)(C)C)C)(C)C)(C(=O)OC1C(N(C(CC1)(C)C)C)(C)C)CC1=CC=C(C=C1)O bis(1,2,2,6,6-pentamethylpiperidyl) tert-butyl-4-hydroxybenzylmalonate